N1,N1,N3,N3-tetrakis(4-(tert-butyl)phenyl)-2-chlorobenzene-1,3-diamine C(C)(C)(C)C1=CC=C(C=C1)N(C1=C(C(=CC=C1)N(C1=CC=C(C=C1)C(C)(C)C)C1=CC=C(C=C1)C(C)(C)C)Cl)C1=CC=C(C=C1)C(C)(C)C